FC=1C=C(C=CC1[N+](=O)[O-])[SH2](C)=N (3-fluoro-4-nitrophenyl)(imino)(methyl)-λ6-sulfane